C=1N=CN2C(C=3C=CC=CC3C21)C2CC1(C2O)CCN(CC1)S(=O)(=O)C1COC1 2-(5H-imidazo[1,5-b]isoindol-5-yl)-7-(oxetan-3-ylsulfonyl)-7-azaspiro[3.5]nonan-3-ol